ClC=1C=C(C=2N(N1)C=CN2)OC2=C(C=C(C=C2)NC(=O)C=2C(N(C(=CC2)C)C2=CC=C(C=C2)F)=O)F N-(4-((6-chloroimidazo[1,2-b]pyridazin-8-yl)oxy)-3-fluorophenyl)-1-(4-fluorophenyl)-6-methyl-2-keto-1,2-dihydropyridine-3-carboxamide